BrC=C(C1=CC=CC=C1)N1C=NC2=C1C=C(C(=C2)C)C 1-(2-bromo-1-phenylvinyl)-5,6-dimethyl-benzimidazole